2,4-dipropyl-6-p-bromophenyl-1,3,5-triazine C(CC)C1=NC(=NC(=N1)CCC)C1=CC=C(C=C1)Br